C(C)(=O)O[C@@]1(C(O)O[C@@H]([C@]([C@@]1(O)OC(C)=O)(O)OC(C)=O)CO)O 2,3,4-triacetoxy-glucopyranose